NC1=NC=CC=C1C1=NC=2C(=NC=C(C2)C2=CC=CC=C2)N1C1=CC=C(CNC(=O)C=2C=C(C=CC2)CC(=O)OC)C=C1 methyl 2-(3-((4-(2-(2-aminopyridin-3-yl)-6-phenyl-3H-imidazo[4,5-b]pyridin-3-yl)benzyl)carbamoyl)phenyl)acetate